FC=1C(NC(N(C1)[C@H]1C[C@@H]2OP(OC[C@H]2O1)(=O)OCCCCCCCC)=O)=O 5-Fluoro-1-((4aR,6R,7aS)-2-(octyloxy)-2-oxidotetrahydro-4H-furo[3,2-d][1,3,2]dioxaphosphinin-6-yl)pyrimidine-2,4(1H,3H)-dione